FC1CN(C1)CCN1C(NC2=NC=C(C=C21)C2=C(C=C(C=C2)F)C)=O 1-[2-(3-fluoroazetidin-1-yl)ethyl]-6-(4-fluoro-2-methyl-phenyl)-3H-imidazo[4,5-b]pyridin-2-one